CS(=O)(=O)C1=C2C(C(=NN(C2=CC=C1)C1=CC=C(C=C1)OC(F)(F)F)C(=O)OCCN(C)C)=O 2-(dimethylamino)ethyl 5-methylsulfonyl-4-oxo-1-[4-(trifluoromethoxy)phenyl]cinnoline-3-carboxylate